((3-methyl-1H-pyrazol-4-yl)amino)-N-(1-methyl-3-(pyridin-2-yl)-1H-pyrazol-4-yl)pyrimidine-2-carboxamide CC1=NNC=C1NC1=NC(=NC=C1)C(=O)NC=1C(=NN(C1)C)C1=NC=CC=C1